C(C=C)(=O)NC(CS(=O)(=O)[O-])(C)C 2-acrylamido-2-methylpropansulfonat